CN(CCNC1=C2C(=NC(=N1)C1=CC=C(C=C1)NS(=O)(=O)C1=NC=C(C=C1)C(F)(F)F)NN=C2C)C N-(4-(4-((2-(dimethylamino)ethyl)amino)-3-methyl-1H-pyrazolo[3,4-d]pyrimidin-6-yl)phenyl)-5-(trifluoromethyl)pyridine-2-sulfonamide